[Si](C)(C)(C(C)(C)C)OCC=1C=NC2=CC=C(C=C2N1)C(C)O 1-(3-(((tert-butyldimethylsilyl)oxy)methyl)quinoxalin-6-yl)ethan-1-ol